ClC1=C(C=CC=2C(=NSC21)N=S(=O)(C)C)SCCC(=O)O 3-((7-Chloro-3-((dimethyl(oxo)-λ6-sulfanylidene)amino)benzo[d]isothiazol-6-yl)thio)propanoic acid